BrC1=CC=C(C=C1)S(=O)(=O)N1C=C(C=C1C1=CC(=CC=C1)F)CNC([2H])([2H])[2H] ((1-((4-bromophenyl)sulfonyl)-5-(3-fluorophenyl)-1H-pyrrol-3-yl)methyl)methane-d3-amine